CCC(CCCCCCCCCC(CCCCCC)=O)=O nonadecan-3,13-dione